(3-((3-(4-(2-(isobutylsulfonyl)phenoxy)-3-(trifluoromethyl)phenyl)-1,2,4-oxadiazol-5-yl)methyl)-1-(2-morpholinoethyl)-2,4-dioxo-1,3,8-triazaspiro[4.5]decan-8-yl)-6-oxohexanoic acid C(C(C)C)S(=O)(=O)C1=C(OC2=C(C=C(C=C2)C2=NOC(=N2)CN2C(N(C3(C2=O)CCN(CC3)C(C(=O)O)CCCC=O)CCN3CCOCC3)=O)C(F)(F)F)C=CC=C1